BrC1=C(C2=C(N(C(N(C2=O)C(C(=O)OC(C)(C)C)(C)C)=O)C[C@H](OC2CCOCC2)C2=C(C=CC=C2)OC)S1)C (R)-tert-butyl 2-(6-bromo-1-(2-(2-methoxyphenyl)-2-((tetrahydro-2H-pyran-4-yl) oxy) ethyl)-5-methyl-2,4-dioxo-1,2-dihydrothieno[2,3-d]pyrimidin-3(4H)-yl)-2-methylpropionate